NC1(CC1)C(=O)O 1-aminocycloprop-1-yl-carboxylic acid